2-[1-(6-Methyl-4-oxo-2-pyrazin-2-yl-chromen-8-yl)ethylamino]benzoic acid CC=1C=C2C(C=C(OC2=C(C1)C(C)NC1=C(C(=O)O)C=CC=C1)C1=NC=CN=C1)=O